(3-acetamidopropyl)trimethoxysilane C(C)(=O)NCCC[Si](OC)(OC)OC